9-(2-chloro-4-phenoxybenzoyl)-2-((methoxy-d3)methyl)-2-methyl-4-(methyl-d3)-1,2,4,7-tetrahydro-3H-pyrrolo[3',2':5,6]pyrido[3,4-b]pyrazin-3-one ClC1=C(C(=O)C2=CNC3=C2C2=C(N(C(C(N2)(C)COC([2H])([2H])[2H])=O)C([2H])([2H])[2H])C=N3)C=CC(=C1)OC1=CC=CC=C1